tert-butyl 4-[(R)-[5-chloro-2-(prop-2-en-1-yloxy)-4-(trifluoromethyl)phenyl][(2-methylpropane-2-sulfinyl)amino]methyl]piperidine-1-carboxylate ClC=1C(=CC(=C(C1)[C@@H](C1CCN(CC1)C(=O)OC(C)(C)C)NS(=O)C(C)(C)C)OCC=C)C(F)(F)F